racemic-3-(2-amino-[1,2,4]triazolo[1,5-a]pyridin-7-yl)-6-chloro-N-(3,3-difluoro-3-(4-fluorophenyl)-2-hydroxypropyl)-2-fluorobenzamide NC1=NN2C(C=C(C=C2)C=2C(=C(C(=O)NC[C@H](C(C3=CC=C(C=C3)F)(F)F)O)C(=CC2)Cl)F)=N1 |r|